3-[2,5-Bis(propan-2-yl)thiophen-3-yl]-1-[(1-methyl-1H-pyrazol-4-yl)(1-methyl-piperidin-3-yl)sulfamoyl]urea CC(C)C=1SC(=CC1NC(NS(N(C1CN(CCC1)C)C=1C=NN(C1)C)(=O)=O)=O)C(C)C